C(#N)C1=CC=C(C=2N1N=CC2)N2C[C@@H](C[C@@H](C2)C)NC(CN(C)C)=O N-[(3R,5S)-1-(7-cyanopyrazolo[1,5-a]pyridin-4-yl)-5-methyl-3-piperidinyl]-2-(dimethylamino)acetamide